C(C1=CC=CC=C1)OC(=O)N[C@H]1[C@@H]([C@@H]2CC[C@H](C1)N2C(=O)OC(C)(C)C)F |r| (±)-tert-butyl (1S,2S,3R,5R)-3-(((benzyloxy)carbonyl)amino)-2-fluoro-8-azabicyclo[3.2.1]octane-8-carboxylate